4-methylaminophenol sulfate S(=O)(=O)(O)OC1=CC=C(C=C1)NC